N-[1-[[(3-Amino-3-oxo-propyl)-(2-fluoroacetyl)amino]carbamoyl]-3-methyl-butyl]-4-methoxy-1H-indole-2-carboxamide NC(CCN(C(CF)=O)NC(=O)C(CC(C)C)NC(=O)C=1NC2=CC=CC(=C2C1)OC)=O